O1CC(CC2=CC=CC=C12)C1=NC2=C(N1)C=C(C=C2)C2=CN=CO2 5-(2-(chroman-3-yl)-1H-benzo[d]imidazol-6-yl)oxazole